5-(methoxymethyl)phenyl-dimethylphosphine oxide COCC=1C=CC=C(C1)P(C)(C)=O